C1(CCC1)C1=CC=CC2=C1N=C(S2)N2[C@@H]1C[C@H]([C@H](C2)C1)OCC1=C(N=NN1C1CC1)C1=C(C=CC=C1Cl)Cl 4-Cyclobutyl-2-[(1S,4S,5R)-5-{[1-cyclopropyl-4-(2,6-dichlorophenyl)-1H-1,2,3-triazol-5-yl]-methoxy}-2-azabicyclo[2.2.1]heptan-2-yl]-1,3-benzothiazol